CN1C(CC2=CC(=CC=C12)B1OC(C(O1)(C)C)(C)C)=O 1-methyl-5-(4,4,5,5-tetramethyl-1,3,2-dioxaborolane-2-yl)indoline-2-one